COC(C1=C(N=C(C=C1C)N1CC(N(CC1)C(=O)C1=CC=C2C(=N1)N(C=C2C2=CC(=C(C=C2)Cl)F)CC2=CC=NC=C2)(C)C)C)=O.C2(=CC=CC=C2)NC(C(=O)N)C PHENYLAMINOPROPANAMIDE methyl-6-(4-(3-(4-chloro-3-fluorophenyl)-1-(pyridin-4-ylmethyl)-1H-pyrrolo[2,3-b]pyridine-6-carbonyl)-3,3-dimethylpiperazin-1-yl)-2,4-dimethylnicotinate